CC(C(C)=O)CCCC(C)=O 3-methyloctane-2,7-dione